(4-(1-(tert-butoxycarbonyl)pyrrolidin-2-yl)-2-fluorophenyl)-6-(2-methoxyethoxy)benzo[d]imidazo[2,1-b]thiazole-7-carboxylic acid methyl ester COC(=O)C1=CC2=C(N3C(S2)=NC(=C3)C3=C(C=C(C=C3)C3N(CCC3)C(=O)OC(C)(C)C)F)C=C1OCCOC